N=1ON=C2C1C=CC=C2S(=O)(=O)NC2=CC(=C(C(=O)O)C=C2)O 4-(2,1,3-benzoxadiazole-4-sulfonamido)-2-hydroxybenzoic acid